2-[6-amino-5-[8-[2-[3-(3-fluoro-3-methyl-azetidin-1-yl)prop-1-ynyl]-4-pyridinyl]-3,8-diazabicyclo[3.2.1]oct-3-yl]pyridazin-3-yl]phenol NC1=C(C=C(N=N1)C1=C(C=CC=C1)O)N1CC2CCC(C1)N2C2=CC(=NC=C2)C#CCN2CC(C2)(C)F